C(C)C1(CCC2(C3CCC4(C(CCC4C3CCC2C1)[C@@H](CC)CCCC(C)(C)O)C)C)O 3-ethyl-17-((S)-7-hydroxy-7-methyloctan-3-yl)-10,13-dimethylhexadecahydro-1H-cyclopenta[a]phenanthren-3-ol